(4-(3-(methoxy-d3)oxetan-3-yl)phenyl)(4-(4-(trifluoromethyl)phenoxy)piperidin-1-yl)methanone C(OC1(COC1)C1=CC=C(C=C1)C(=O)N1CCC(CC1)OC1=CC=C(C=C1)C(F)(F)F)([2H])([2H])[2H]